CN(C)C1CCN(CC1)C1=NN=C2N1C1=C(N=C2)C=CC(=N1)C1=CC=C(C=C1)N1CCC(CC1)N(C)C N,N-dimethyl-1-(2-(4-(4-(dimethylamino)piperidin-1-yl)-phenyl)pyrido[3,2-e][1,2,4]triazolo[4,3-a]pyrazin-9-yl)piperidin-4-ylamine